trans-3,5-Dimethylcyclohexene C[C@@H]1C=CC[C@H](C1)C